NC([C@H](C[C@H]1C(NCC1)=O)NC([C@H](CC1CC1)NC(CCC1=CC(=CC(=C1)F)F)=O)=O)=O (2S)-N-[(1S)-2-amino-2-oxo-1-[[(3S)-2-oxopyrrolidin-3-yl]methyl]ethyl]-3-cyclopropyl-2-[3-(3,5-difluorophenyl)propanoylamino]propanamide